2-(5-(2-carbamoyl-5-(trifluoromethoxy)benzo[b]thiophen-3-yl)-2,3-dihydrobenzofuran-3-yl)acetic acid C(N)(=O)C1=C(C2=C(S1)C=CC(=C2)OC(F)(F)F)C=2C=CC1=C(C(CO1)CC(=O)O)C2